FC=1C=C2C(C[C@H]([C@@H](C2=CC1F)NC(=O)NC=1C(=NC(=C(C1)C)C=1C=NNC1)C1=CC=CC=C1)O)(C)C 1-((1r,2r)-6,7-difluoro-2-hydroxy-4,4-dimethyl-1,2,3,4-tetrahydronaphthalen-1-yl)-3-(5-methyl-2-phenyl-6-(1H-pyrazol-4-yl)pyridin-3-yl)urea